C(CCC)OC(=O)C=1C(=C(C=CC1C(=O)OCCCC)S(=O)(=O)[O-])O.C1(=CC=CC=C1)[S+](C1=CC=CC=C1)C1=CC=CC=C1 triphenylsulfonium 3,4-bis(butoxycarbonyl)-2-hydroxybenzenesulfonate